C(CCCCCCC)OC(CC1CCC2(CC1)CCCCC2)=O spiro[5.5]undecane-3-acetic acid octyl ester